(2-amino-3-(3-((6-((5,6,7,8-tetrahydroquinolin-8-yl)oxy)pyridin-3-yl)methyl)isoxazol-5-yl)pyridin-1-ium-1-yl)methyl hydrogen phosphate P(=O)(OC[N+]1=C(C(=CC=C1)C1=CC(=NO1)CC=1C=NC(=CC1)OC1CCCC=2C=CC=NC12)N)(O)[O-]